(S)-5-(6-(methylsulfonyl)pyridin-3-yl)-2-(1-(1-(5-propylpyrimidin-2-yl)piperidin-4-yl)ethoxy)thiazolo[5,4-b]pyridine CS(=O)(=O)C1=CC=C(C=N1)C1=CC=C2C(=N1)SC(=N2)O[C@@H](C)C2CCN(CC2)C2=NC=C(C=N2)CCC